4-(5-(3-chloro-6-(1-methyl-1H-pyrazol-4-yl)pyrazolo[1,5-a]pyridin-4-yl)pyridin-2-yl)piperazine-1-carboxylic acid tert-butyl ester C(C)(C)(C)OC(=O)N1CCN(CC1)C1=NC=C(C=C1)C=1C=2N(C=C(C1)C=1C=NN(C1)C)N=CC2Cl